The molecule is a cyclodepsipeptide isolated from Jaspis splendens. A derivative of jaspamide, it exhibits anti-tumour activity. It has a role as an antineoplastic agent, an animal metabolite and a marine metabolite. It is a cyclodepsipeptide, an organobromine compound and a macrocycle. C[C@@H]\\1C[C@@H](OC(=O)C[C@@H](NC(=O)[C@H](N(C(=O)[C@@H](NC(=O)[C@H](C/C(=C1)/C)C)CO)C)CC2=C(NC3=CC=CC=C32)Br)C4=CC=C(C=C4)O)C